(1R,2S)-5'-methoxy-2-(3-{[2-methyl-5-(methylsulfanyl)pyrimidin-4-yl]amino}-1H-indazol-6-yl)spiro[cyclopropane-1,3'-indol]-2'(1'H)-one COC=1C=C2[C@]3(C(NC2=CC1)=O)[C@@H](C3)C3=CC=C1C(=NNC1=C3)NC3=NC(=NC=C3SC)C